C1(=CC=CC=C1)C(C)(C)N1C2CN(CC1C=C2)C(=O)OC(C)(C)C Tert-Butyl 8-(2-phenylpropan-2-yl)-3,8-diazabicyclo[3.2.1]oct-6-ene-3-carboxylate